ethyl salicylate C(C=1C(O)=CC=CC1)(=O)OCC